C1(=CC=CC=C1)C=1NC2=CC=C(C=C2C1C(CC(F)(F)F)C1=CC=CC=C1)S(=O)(=O)F 2-phenyl-3-(3,3,3-trifluoro-1-phenylpropyl)-1H-indole-5-sulfonyl fluoride